2,4-dibromodibenzo[b,d]thiophene BrC1=CC2=C(SC3=C2C=CC=C3)C(=C1)Br